manganese cobalt oxide cobalt manganese [Mn].[Co].[Co]=O.[Mn]